[3-fluoro-4-(4,4,5-trimethyl-1,3,2-dioxaborolan-2-yl)phenyl]methanol FC=1C=C(C=CC1B1OC(C(O1)(C)C)C)CO